C(=O)O.ClC=1C=C(C=CC1)[C@@H]1[C@H](C1)C(=O)NC1=NC=C(C(=C1)NCC=1N=C2N(C=C(C=C2)C2CC2)C1)F |r| rac-(1S*,2S*)-2-(3-chlorophenyl)-N-(4-(((6-cyclopropylimidazo[1,2-a]pyridin-2-yl)methyl)amino)-5-fluoropyridin-2-yl)cyclopropane-1-carboxamide, formic acid salt